1-methyl-4-oxocyclohexane-1-carbonitrile CC1(CCC(CC1)=O)C#N